C(C1=CC=CC=C1)OC1CCC2=C(OC1)SC(=C2C(C2=C(C=CC=C2F)F)=O)NC([C@H](C)NC(OC(C)(C)C)=O)=O tert-butyl N-[(1S)-2-[[3-benzyloxy-6-(2,6-difluorobenzoyl)-2,3,4,5-tetrahydrothieno[2,3-b]oxepin-7-yl]amino]-1-methyl-2-oxo-ethyl]carbamate